O[C@@H](C(=O)NCCC1=CC(=CC=C1)[N+](=O)[O-])C (R)-2-hydroxy-N-(3-nitrophenylethyl)propionamide